Methyl (Z)-tetradec-9-enoate C(CCCCCCC\C=C/CCCC)(=O)OC